C(C)(=O)C1=CC(=CC=2C(C3=CC=C(C=C3OC12)Br)=O)C 4-Acetyl-6-bromo-2-methyl-9H-xanthen-9-one